tert-butyl N-[[3-[[4-[[2-(hydroxycarbamoyl)-4-methyl-pentanoyl]amino]phenyl]methyl]triazol-4-yl]methyl]carbamate ONC(=O)C(C(=O)NC1=CC=C(C=C1)CN1N=NC=C1CNC(OC(C)(C)C)=O)CC(C)C